NCCCN(C1=C(NN=C1)Br)C[C@@H]1[C@H]([C@H]([C@@H](C1)N1C=CC2=C1N=CN=C2NC)O)O (1S,2R,3R,5R)-3-{[(3-Aminopropyl)(3-bromo-2H-pyrazol-4-yl)amino]methyl}-5-[4-(methylamino)pyrrolo[2,3-d]pyrimidin-7-yl]cyclopentane-1,2-diol